CC1=NC(=C(C(=N1)O)C(F)(F)F)C 2,6-dimethyl-5-(trifluoromethyl)pyrimidin-4-ol